ClC1=C(C=C(C=C1F)N1CCC=2C=C(N=CC2C1C)C(=O)O)F 7-(4-chloro-3,5-difluorophenyl)-8-methyl-5,6,7,8-tetrahydro-2,7-naphthyridine-3-carboxylic acid